OCC1OCC1 2-hydroxymethyl-oxetan